CC1=NC=NC=C1C(=O)NCC=1C=C2C(=C(NC2=CC1)C1CCOCC1)C 4-methyl-N-[(3-methyl-2-tetrahydropyran-4-yl-1H-indol-5-yl)methyl]pyrimidine-5-carboxamide